(R)-2-(2-((6-(1-aminoisoquinolin-5-yl)-2,3-dihydro-1H-inden-1-yl)oxy)-4-cyanophenyl)acetic acid ethyl ester C(C)OC(CC1=C(C=C(C=C1)C#N)O[C@@H]1CCC2=CC=C(C=C12)C1=C2C=CN=C(C2=CC=C1)N)=O